Cl.C1NCCC2=CC=CC(=C12)NC(OCC1C2=CC=CC=C2C=2C=CC=CC12)=O (9H-Fluoren-9-yl)methyl (1,2,3,4-tetrahydroisoquinolin-8-yl)carbamate hydrochloride